(R)-3-((6-(2-Hydroxy-6-methyl-4-(trifluoromethyl)phenyl)pyridazin-3-yl)amino)-1-methyl-piperidin-2-one OC1=C(C(=CC(=C1)C(F)(F)F)C)C1=CC=C(N=N1)N[C@H]1C(N(CCC1)C)=O